N-(ethylsulfonyl)-5-fluorobenzamide C(C)S(=O)(=O)NC(C1=CC=CC(=C1)F)=O